O[C@H]1C[C@@H]2COC3=C(C(N2C1)=O)C(=CC(=C3)C)OC(C)C (2S,11aR)-2-hydroxy-6-isopropoxy-8-methyl-2,3,11,11a-tetrahydro-1H,5H-benzo[f]pyrrolo[2,1-c][1,4]Oxazepine-5-one